2-(3,6-diazabicyclo[3.1.1]heptan-3-yl)-4-(1,1-difluoropropoxy)-7-(thiazol-2-yl)benzo[d]oxazole C12CN(CC(N1)C2)C=2OC1=C(N2)C(=CC=C1C=1SC=CN1)OC(CC)(F)F